O=C1NC(CCC1N1C(C2=CC=CC(=C2C1)SCCN1CCN(CC1)C1CCN(CC1)C1=CC=C2CN(C(C2=C1)=O)C(C(=O)NC=1SC=CN1)C1=C(C=CC(=C1)F)O)=O)=O 2-(6-(4-(4-(2-((2-(2,6-dioxopiperidin-3-yl)-1-oxoisoindolin-4-yl)thio)ethyl)piperazin-1-yl)piperidin-1-yl)-1-oxoisoindolin-2-yl)-2-(5-fluoro-2-hydroxyphenyl)-N-(thiazol-2-yl)acetamide